4-(6-exo-hydroxy-3-phenyl-3a-(1-phenylvinyl)-1,3a,4,5,6,6a-hexahydropentalen-2-yl)butyl (2-(trimethylammonio)ethyl) phosphate P(=O)(OCCCCC=1CC2C(CCC2(C1C1=CC=CC=C1)C(=C)C1=CC=CC=C1)O)(OCC[N+](C)(C)C)[O-]